The molecule is an organic thiophosphate that is the S-benzyl O,O-diisopropyl ester of phosphorothioic acid. Used as a rice fungicide to control leaf and ear blast, stem rot and sheath blight. It has a role as a phospholipid biosynthesis inhibitor and an antifungal agrochemical. CC(C)OP(=O)(OC(C)C)SCC1=CC=CC=C1